(2S)-4-hydroxy-2-methylpyrrolidine-1-carboxylic acid OC1C[C@@H](N(C1)C(=O)O)C